(5S)-hydroxy-3-heptanone OCCC(CCCC)=O